morpholinopropionic acid morpholide O1CCN(CC1)C(C(=O)N1CCOCC1)C